N-[(1S)-3-cyano-1,5,5-trimethyl-4-oxocyclohex-2-en-1-yl]-3,5-difluoro-N-methylpyridine-4-carboxamide C(#N)C1=C[C@@](CC(C1=O)(C)C)(C)N(C(=O)C1=C(C=NC=C1F)F)C